C(CCCCCCCCCCCCCCCCC)(=O)OCCC(C)OC(CCCCCCCCCCCCCCCCC)=O 1,3-butanediol distearate